3-Hydroxy-4-(4-nitrophenyl)piperidine-1-carboxylic acid tert-butyl ester C(C)(C)(C)OC(=O)N1CC(C(CC1)C1=CC=C(C=C1)[N+](=O)[O-])O